[5-[3-[2-[[4-(ethylcarbamoyl)cyclohexyl]amino]-1,3-benzothiazol-7-yl]phenyl]-2-furyl]phosphonic acid C(C)NC(=O)C1CCC(CC1)NC=1SC2=C(N1)C=CC=C2C=2C=C(C=CC2)C2=CC=C(O2)P(O)(O)=O